1-(tert-Butyl) 4-ethyl (Z)-2-((dimethylamino)methylene)-3-oxosuccinate CN(C)\C=C(/C(=O)OC(C)(C)C)\C(C(=O)OCC)=O